C(C)(=O)NCC(CN1C(=NC2=C1C=C(C=C2)C(=O)O)CC2=C(C=C(C=C2)C2=NC(=CC=C2)OCC2=C(C=C(C=C2)C#N)F)F)OC 1-(3-acetamido-2-methoxypropyl)-2-(4-(6-((4-cyano-2-fluorobenzyl)oxy)pyridin-2-yl)-2-fluorobenzyl)-1H-benzo[d]imidazole-6-carboxylic Acid